NC1=C(C=C(C=N1)C=1C=NN(C1)C1CCN(CC1)CC1CN(C1)C=1C=C(C(=O)NC2C(NC(CC2)=O)=O)C=CC1)O[C@H](C)C1=C(C=CC(=C1)F)N1N=CC=N1 3-(3-((4-(4-(6-amino-5-((R)-1-(5-fluoro-2-(2H-1,2,3-triazol-2-yl)phenyl)ethoxy)pyridin-3-yl)-1H-pyrazol-1-yl)piperidin-1-yl)methyl)azetidin-1-yl)-N-(2,6-dioxopiperidin-3-yl)benzamide